N-(2-(4-amino-7-(4-(cyanomethyl)benzyl)-2-(ethoxymethyl)-1H-imidazo[4,5-C]quinolin-1-yl)ethyl)methanesulfonamide NC1=NC=2C=C(C=CC2C2=C1N=C(N2CCNS(=O)(=O)C)COCC)CC2=CC=C(C=C2)CC#N